Ethyl (±)-2-hydroxycaproate O[C@@H](C(=O)OCC)CCCC |r|